4,6-dichloro-N-ethoxy-nicotinamide ClC1=CC(=NC=C1C(=O)NOCC)Cl